acryloxypropyl-ethoxydimethoxysilane C(C=C)(=O)OCCC[Si](OC)(OC)OCC